C(C)N1NC(C2=CC=C(C=C12)NC1=NC=C(C(=C1)N[C@H](CO)C1=CC=CC=C1)C=1OC(=NN1)C1=NC=CC=C1)=O (S)-1-ethyl-6-((4-((2-hydroxy-1-phenylethyl)amino)-5-(5-(pyridin-2-yl)-1,3,4-oxadiazol-2-yl)pyridin-2-yl)amino)-1,2-dihydro-3H-indazol-3-one